C(C)(=O)OCCC=1C(=C(C(=C2C=NNC12)C=1N=CC=2N(C1)C=C(N2)NC(=O)[C@H]2[C@H](C2)F)Cl)F 2-(5-chloro-6-fluoro-4-(2-((1S,2S)-2-fluorocyclopropane-1-carboxamido)imidazo[1,2-a]pyrazin-6-yl)-1H-indazol-7-yl)ethyl acetate